(1S)-7-chloro-2-methyl-1,2,3,4-tetrahydroisoquinolin ClC1=CC=C2CCN(CC2=C1)C